6-[(2R)-3-(3,4-dihydro-1H-isoquinolin-2-yl)-2-hydroxypropyl]-7,8-dihydro-1,6-naphthyridin-5-one C1N(CCC2=CC=CC=C12)C[C@H](CN1C(C=2C=CC=NC2CC1)=O)O